N-[(2S,3R,4S)-2-[(3-chloro-2-fluorophenyl)methyl]-4-fluoro-1-(2-hydroxy-2-methylpropanoyl)pyrrolidin-3-yl]methanesulfonamide ClC=1C(=C(C=CC1)C[C@@H]1N(C[C@@H]([C@@H]1NS(=O)(=O)C)F)C(C(C)(C)O)=O)F